cyclopropyl(3-fluoro-4-methyl-(((6-(piperidin-4-yl)pyridin-2-yl)oxy)methyl)phenyl)ketone C1(CC1)C(=O)C1=C(C(=C(C=C1)C)F)COC1=NC(=CC=C1)C1CCNCC1